FC(S(=O)(=O)[N-]S(=O)(=O)C(F)(F)F)(F)F.[Na+] sodium bis(trifluoromethanesulfonyl)amide